1-[5-(5-fluoro-2-methoxypyridin-4-yl)-1H-pyrazole-3-carbonyl]-N-[(5r,8r*)-1-azaspiro[4.5]decan-8-yl]piperidine-4-carboxamide FC=1C(=CC(=NC1)OC)C1=CC(=NN1)C(=O)N1CCC(CC1)C(=O)NC1CCC2(CCCN2)CC1